N-(4-fluorophenyl)-1-(4-(1-(tetrahydro-2H-pyran-2-yl)-1H-pyrazol-4-yl)phenyl)piperidine-4-carboxamide FC1=CC=C(C=C1)NC(=O)C1CCN(CC1)C1=CC=C(C=C1)C=1C=NN(C1)C1OCCCC1